CC1(N(C=CN1)C(=O)NCC#CCC1=CC=CC=C1)OCCN1CCOCC1 2-Methyl-2-(2-morpholinoethoxy)-N-(4-phenylbut-2-ynyl)-1H-imidazole-1-carboxamide